N-(4-nitrobenzoxycarbonyl)imidazole [N+](=O)([O-])C1=CC=C(COC(=O)N2C=NC=C2)C=C1